ClC1=CC=C(C(=O)C2=CC=C(C=C2)Br)C=C1 4-chloro-4'-bromobenzophenone